2-Ethylbutyl ((4aR,6R,7aS)-6-(4-amino-2-oxopyrimidin-1(2H)-yl)-2-oxidotetrahydro-4H-furo[3,2-d][1,3,2]dioxaphosphinin-2-yl)-L-alaninate NC1=NC(N(C=C1)[C@H]1C[C@@H]2OP(OC[C@H]2O1)(=O)N[C@@H](C)C(=O)OCC(CC)CC)=O